ClC1=C(N=C2C(=N1)C=NC=C2)N2CCC(CC2)(C)OC2=C(C=C(C=C2)F)F 3-chloro-2-(4-(2,4-difluorophenoxy)-4-methylpiperidin-1-yl)pyrido[3,4-b]pyrazine